1-(2,6-dichlorophenyl)-4-((4-(5-((dimethylamino)methyl)-3-(trifluoromethyl)-1H-1,2,4-triazol-1-yl)phenyl)amino)-1H-pyrazole-3-carboxamide ClC1=C(C(=CC=C1)Cl)N1N=C(C(=C1)NC1=CC=C(C=C1)N1N=C(N=C1CN(C)C)C(F)(F)F)C(=O)N